sulfonium tetrakis(2,3,5,6-tetrafluoro-4-methyloxyphenyl)borate FC1=C(C(=C(C(=C1F)OC)F)F)[B-](C1=C(C(=C(C(=C1F)F)OC)F)F)(C1=C(C(=C(C(=C1F)F)OC)F)F)C1=C(C(=C(C(=C1F)F)OC)F)F.[SH3+]